CCCCCCCCCCCCCCCCCCCCCC[Si](Cl)(Cl)Cl The molecule is an organosilicon compound that is docosylsilane in which the hydrogens attached to the Si atom have been replaced by chloro groups. Metabolite observed in cancer metabolism. It has a role as a human metabolite. It is an organosilicon compound and a chlorine molecular entity.